CN1CCN(C2=CC=CC(=C12)C1CCNCC1)C1C(NC(CC1)=O)=O 3-[4-methyl-5-(4-piperidyl)-2,3-dihydroquinoxalin-1-yl]piperidine-2,6-dione